CC(CC(=O)OCC)(C=O)C ethyl 3,3-Dimethyl-4-oxobutyrate